C(O)([O-])=O.[Na+].BrC1=NOC(C1)C1=NC=C(C=C1C1=C(C=CC=C1F)F)C 2-(3-Bromo-4,5-dihydro-1,2-oxazol-5-yl)-3-(2,6-difluorophenyl)-5-methylpyridine Sodium hydrogen carbonate